FC1=C(C(=CC(=C1)F)[N+](=O)[O-])OCC=C 1,5-Difluoro-3-nitro-2-(allyloxy)benzene